ClC1=C(C=C(OCC(=O)O)C=C1)F 2-(4-chloro-3-fluoro-phenoxy)acetic acid